6-((2,6-dimethylpyrimidin-4-yl)amino)-1-(o-tolyl)-1,2-dihydro-3H-pyrazolo[4,3-c]pyridin-3-one CC1=NC(=CC(=N1)NC1=CC2=C(C=N1)C(NN2C2=C(C=CC=C2)C)=O)C